N1(CCCCCC1)C1=NC(=CC=C1C(=O)NC1=CC(=CC=C1)S(N)(=O)=O)C 2-(azepan-1-yl)-6-methyl-N-(3-sulfamoyl-phenyl)pyridine-3-carboxamide